BrC=1C(=C(\C=C/2\ON(OS2)CCCCCCC(=O)NO)C=CC1)OC (Z)-7-(5-(3-bromo-2-methoxybenzylidene)-2,4-dioxathiazolidin-3-yl)-N-hydroxyheptanamide